FC=1C=C(C=CC1OC1=CC=NC2=CC(=CC=C12)OCCN1CCOCC1)NC(=O)C1=C2C(=CN(C1=O)C1=CC=C(C=C1)F)CCO2 N-(3-fluoro-4-((7-(2-morpholinylethoxy)quinolin-4-yl)oxy)phenyl)-5-(4-fluorophenyl)-6-oxo-2,3,5,6-tetrahydrofuro[3,2-c]pyridine-7-carboxamide